(5RS)-3-(6-chloro-3-{[3-(trifluoromethyl)phenyl]sulfanyl}pyridazin-4-yl)-5-(2,4-dimethylbenzyl)-5,6-dihydro-4H-1,2,4-oxadiazine ClC1=CC(=C(N=N1)SC1=CC(=CC=C1)C(F)(F)F)C1=NOC[C@H](N1)CC1=C(C=C(C=C1)C)C |r|